O=C1NC(CCC1NC1=C(CN2CCN(CC2)C=2C(=CC3=C(C(C=4NC5=CC(=CC=C5C4C3=O)C#N)(C)C)C2)CC)C=CC=C1)=O 8-(4-(2-((2,6-dioxopiperidin-3-yl)amino)benzyl)piperazin-1-yl)-9-ethyl-6,6-dimethyl-11-oxo-6,11-dihydro-5H-benzo[b]carbazole-3-carbonitrile